[NH4+].[NH4+].[Mo+4] Molybdenum diammonium